2,2'-[(3,4-dihydroxyphenyl)methylene]bis(3,5-dimethylphenol) OC=1C=C(C=CC1O)C(C1=C(C=C(C=C1C)C)O)C1=C(C=C(C=C1C)C)O